4-((3-(4-(((1S,4S)-4-(7-oxa-2-azaspiro[3.5]nonan-2-yl)cyclohexyl)amino)-1-(2,2,2-trifluoroethyl)-1H-indol-2-yl)prop-2-yn-1-yl)amino)-3-methoxy-N-methylbenzenesulfonamide C1N(CC12CCOCC2)C2CCC(CC2)NC2=C1C=C(N(C1=CC=C2)CC(F)(F)F)C#CCNC2=C(C=C(C=C2)S(=O)(=O)NC)OC